2-[4-(4-Cyclobutoxy-6-methyl-pyrimidin-2-yl)-2,6-difluoro-phenoxymethyl]-cyclopropanecarboxylic acid C1(CCC1)OC1=NC(=NC(=C1)C)C1=CC(=C(OCC2C(C2)C(=O)O)C(=C1)F)F